COC(C(C)C=1C=NC(=CC1)Br)=O 2-(6-bromopyridin-3-yl)Propanoic Acid Methyl Ester